2-(3-(5-chloro-2-fluorophenyl)-1H-pyrazol-4-yl)-7-(2-(piperazin-1-yl)-6,7-dihydropyrazolo[1,5-a]pyrazin-5(4H)-yl)-1,5-naphthyridine ClC=1C=CC(=C(C1)C1=NNC=C1C1=NC2=CC(=CN=C2C=C1)N1CC=2N(CC1)N=C(C2)N2CCNCC2)F